4-(4-(6-(((1R,3S,5S)-1,5-dimethyl-8-azabicyclo[3.2.1]octan-3-yl)(methyl)amino)pyridazin-3-yl)-3-fluoro-5-hydroxyphenyl)-1-methylpyridin-2(1H)-one C[C@]12CC(C[C@](CC1)(N2)C)N(C2=CC=C(N=N2)C2=C(C=C(C=C2O)C2=CC(N(C=C2)C)=O)F)C